CC(=C(C(=O)O)CC)CCC 3-methyl-2-ethyl-2-hexenoic acid